FC=1C=C(C(=O)NNC(=O)C2CNC2)C=C(C1C)[N+](=O)[O-] N'-(3-fluoro-4-methyl-5-nitrobenzoyl)azetidine-3-carboxylic acid hydrazide